1-Hydroxy-2,4-diaminobenzene OC1=C(C=C(C=C1)N)N